N-[(2-Amino-3-pyridyl)sulfonyl]-6-(5,5-dimethyl-2-oxo-cyclohexyl)-2-[(4S)-2,2,4-trimethylpyrrolidin-1-yl]pyridin-3-carboxamid NC1=NC=CC=C1S(=O)(=O)NC(=O)C=1C(=NC(=CC1)C1C(CCC(C1)(C)C)=O)N1C(C[C@@H](C1)C)(C)C